1-(3,3-dimethylcyclohexyl)ethyl acetate C(C)(=O)OC(C)C1CC(CCC1)(C)C